C(C)(=O)N1C(N(CC1)C)=O 3-Acetyl-1-methyl-2-oxoimidazolidine